N1N=NN=C1CC1CCN(CC1)CC1=CC(=NC(=C1)C1=CC(=CC(=C1)Cl)Cl)OC=1C=NC(=NC1)N1CCN(CC1)C 5-((4-((4-((1H-tetrazol-5-yl)methyl)piperidin-1-yl)methyl)-6-(3,5-dichlorophenyl)pyridin-2-yl)oxy)-2-(4-methyl-piperazin-1-yl)pyrimidine